BrC1=C(C(=CC=C1)OCCCCl)C 1-bromo-3-(3-chloropropyloxy)-2-methylbenzene